N-(1-(3-Chlorophenyl)cyclopropyl)-2-ethynylthiazole-4-carboxamide ClC=1C=C(C=CC1)C1(CC1)NC(=O)C=1N=C(SC1)C#C